FC=1C=C2C(=NC1)[C@@H]([C@H](O2)C)CNC 1-[(2R,3S)-6-fluoro-2-methyl-2,3-dihydrofuro[3,2-b]pyridin-3-yl]-N-methyl-methylamine